2,2-Dimethyl-1,1,3-trioxo-4H-benzo[1,4]thiazin CC1(S(C2=C(NC1=O)C=CC=C2)(=O)=O)C